FC1=C(C=CC2=C1OC(N(C21CCC1)CC1=C(C(=NC=C1)NS(=O)(=O)NC)F)=O)OC=1N=NC=CN1 8-fluoro-3-{[3-fluoro-2-(methylaminosulfonylamino)-4-pyridyl]methyl}-7-(1,2,4-triazin-3-yloxy)-2H,3H-spiro[1,3-benzoxazine-4,1'-cyclobutan]-2-one